carboxymethyl-tris(4-vinyl-phenyl)phosphine bromide [Br-].C(=O)(O)CP(C1=CC=C(C=C1)C=C)(C1=CC=C(C=C1)C=C)C1=CC=C(C=C1)C=C